[O-]S(=O)(=O)C(F)(F)F.C1=CCCC=CCC1.C1=CCCC=CCC1.[Rh+3].[O-]S(=O)(=O)C(F)(F)F.[O-]S(=O)(=O)C(F)(F)F rhodium bis(1,5-cyclooctadiene) triflate